C(C)(C)(C)OC(=O)N1CCC(CC1)(NC1=NC=CC=C1[N+](=O)[O-])C 4-methyl-4-((3-nitropyridin-2-yl)amino)piperidine-1-carboxylic acid tert-butyl ester